C(C)(C)N(P(N(C(C)C)C(C)C)OCC1=C(C=CC=C1)C(=O)OCC)C(C)C N,N,N',N'-tetraisopropyl-1-(2-(1-ethyloxycarbonyl)benzyloxy)phosphanediamine